N-[5-(2,6-difluoro-4-methoxyphenyl)-1-methyl-3-oxo-2-phenyl-2,3-dihydro-1H-pyrazol-4-yl]-4-methoxybenzamide FC1=C(C(=CC(=C1)OC)F)C1=C(C(N(N1C)C1=CC=CC=C1)=O)NC(C1=CC=C(C=C1)OC)=O